6-(4-Cyclopropyl-6-methoxypyrimidin-5-yl)-1-(4-(4-(trifluoromethyl)-1H-imidazol-2-yl)benzyl)-1,3-dihydro-2H-imidazo[4,5-c]pyridin-2-one C1(CC1)C1=NC=NC(=C1C1=CC2=C(C=N1)NC(N2CC2=CC=C(C=C2)C=2NC=C(N2)C(F)(F)F)=O)OC